2-[1-(5-[5H-pyrido[4,3-b]indol-7-yl]pyridin-2-yl)piperidin-4-yl]ethanol C1=NC=CC=2NC=3C=C(C=CC3C21)C=2C=CC(=NC2)N2CCC(CC2)CCO